6'-(tert-butoxy)-5'-methyl-2-(trifluoromethyl)-[3,4':2',4''-terpyridin]-2''-amine C(C)(C)(C)OC1=C(C(=CC(=N1)C1=CC(=NC=C1)N)C=1C(=NC=CC1)C(F)(F)F)C